COC1=CC=C(CN(C(OC(C)(C)C)=O)C2=NC=CC(=C2)C[C@@H]2[C@H](N(C2=O)C(N[C@H](C)C2=CC=CC=C2)=O)S(=O)(=O)C)C=C1 tert-butyl (4-methoxybenzyl)(4-{[(2R,3S)-2-(methylsulfonyl)-4-oxo-1-{[(1R)-1-phenylethyl]carbamoyl}azetidin-3-yl]methyl}pyridin-2-yl)carbamate